4-[4-(α-D-mannopyranosyloxy)-5-methyl-2-nitrophenoxy]benzonitrile [C@H]1([C@@H](O)[C@@H](O)[C@H](O)[C@H](O1)CO)OC1=CC(=C(OC2=CC=C(C#N)C=C2)C=C1C)[N+](=O)[O-]